4-(2-acryloyl-2,6-diazaspiro[3.4]octan-6-yl)-6-(5-methyl-1H-indazol-4-yl)-2-(2-methyl-2,7-diazaspiro[3.5]nonan-7-yl)pyrimidine-5-carbonitrile C(C=C)(=O)N1CC2(C1)CN(CC2)C2=NC(=NC(=C2C#N)C2=C1C=NNC1=CC=C2C)N2CCC1(CN(C1)C)CC2